N-((4-methyl-3-oxoquinuclidin-2-yl)methyl)methanesulfonamide CC12C(C(N(CC1)CC2)CNS(=O)(=O)C)=O